4-(8-(1-acryloylpyrrolidin-3-yl)quinazolin-6-yl)-N-(4-(trifluoromethyl)pyridin-2-yl)benzamide C(C=C)(=O)N1CC(CC1)C=1C=C(C=C2C=NC=NC12)C1=CC=C(C(=O)NC2=NC=CC(=C2)C(F)(F)F)C=C1